OC=1C=C(C=C(C1O)[N+](=O)[O-])\C=C/1\C(N(C(S1)=O)CCCCN(C(CCC(=O)O)=O)C)=O 4-[4-[(5Z)-5-[(3,4-dihydroxy-5-nitrophenyl)methylene]-2,4-dioxo-thiazolidin-3-yl]butyl-methyl-amino]-4-oxo-butanoic acid